C(#N)C=1C=C(C(N(C1C)C1=CC=CC=C1)=O)C(=O)O 5-cyano-6-methyl-2-oxo-1-phenyl-1,2-dihydropyridine-3-carboxylic acid